1-ethynylcyclobutan-1-amine C(#C)C1(CCC1)N